[Si](C1=CC=CC=C1)(C1=CC=CC=C1)(C(C)(C)C)OCC1CNC1 3-(((tert-butyldiphenylsilyl)oxy)methyl)azetidine